3-methoxy-1H-pyrazol COC1=NNC=C1